CC1=C(C=CC=C1C)N1C=C(C(C2=CC(=C(C=C12)N1[C@H](CCC1)COC1=NC=CC=C1)F)=O)C(=O)O (R)-1-(2,3-dimethylphenyl)-6-fluoro-4-oxo-7-(2-((pyridin-2-yloxy)methyl)pyrrolidin-1-yl)-1,4-dihydroquinoline-3-carboxylic acid